C(C)C1C(OC=C(C1)CC)CCC 3,5-diethyl-2-propyl-dihydropyran